tert-butyl N-cyclopropyl-N-[1-(2-methylsulfanylquinazolin-5-yl)-4-piperidyl]carbamate C1(CC1)N(C(OC(C)(C)C)=O)C1CCN(CC1)C1=C2C=NC(=NC2=CC=C1)SC